3,5,5-trimethylhexanoic acid-tertiary-butylperoxyester C(C)(C)(C)OOOC(CC(CC(C)(C)C)C)=O